N-(5-Cyano-6-ethoxypyridin-3-yl)-1-(chinolin-5-yl)-5-(trifluoromethyl)-1H-pyrazol-4-carboxamid C(#N)C=1C=C(C=NC1OCC)NC(=O)C=1C=NN(C1C(F)(F)F)C1=C2C=CC=NC2=CC=C1